N1-((4,4-difluorocyclohexyl)methyl)-N3-((2R,3S)-3-hydroxyl-4-oxo-1-phenyl-4-((pyridin-2-ylmethyl)amino)butan-2-yl)-2,2-dimethylmalonamide FC1(CCC(CC1)CNC(C(C(=O)N[C@H](CC1=CC=CC=C1)[C@@H](C(NCC1=NC=CC=C1)=O)O)(C)C)=O)F